OC(CCCCCCC(=O)O)CCCCCCCCCCCCCC 8-Hydroxy-docosanoic acid